FC(C=1C(=C(C=CC1)C(C)NC=1C2=C(N=CN1)N(C(C(=C2)C2=CN=NC=C2)=O)C)F)F 4-((1-(3-(difluoromethyl)-2-fluorophenyl)ethyl)amino)-8-methyl-6-(pyridazin-4-yl)pyrido[2,3-d]pyrimidin-7(8H)-one